4-Cyanopiperidine-1,4-dicarboxylic acid 1-tert-butyl 4-ethyl ester C(C)OC(=O)C1(CCN(CC1)C(=O)OC(C)(C)C)C#N